CC1=CC=C(C=C1)S(=O)(=O)O.N[C@H](C)C1=NC=C(C=N1)C#N (R)-2-(1-aminoethyl)pyrimidine-5-carbonitrile 4-methylbenzenesulfonate